COC1=CC=C(C=C1)CN1C(N(CCC1=O)C1=CN=C2N1C=CC(=C2)N2CCN(CC2)C(=O)OC(C)(C)C)=O Tert-butyl 4-[3-[3-[(4-methoxyphenyl) methyl]-2,4-dioxo-hexahydropyrimidin-1-yl]imidazo[1,2-a]pyridin-7-yl]piperazine-1-carboxylate